4-(((tert-Butoxycarbonyl)amino)methyl)-2-nitrobenzoic acid C(C)(C)(C)OC(=O)NCC1=CC(=C(C(=O)O)C=C1)[N+](=O)[O-]